(S)-N-ethyl-5-fluoro-N-isopropyl-2-((4-(2-(6-((2-methoxyethyl)(methyl)amino)-2-methylhexan-3-yl)-2,6-diazaspiro[3.4]octan-6-yl)pyridazin-3-yl)oxy)benzamide oxalate C(C(=O)O)(=O)O.C(C)N(C(C1=C(C=CC(=C1)F)OC=1N=NC=CC1N1CC2(CN(C2)[C@H](C(C)C)CCCN(C)CCOC)CC1)=O)C(C)C